FC1=C(C=C(CC2=NNC(C3=CC=CC=C23)=O)C=C1)C(=O)N1C[C@@H](CC1)N1CCCCC1 (R)-4-(4-fluoro-3-(3-(piperidin-1-yl)pyrrolidine-1-carbonyl)benzyl)phthalazin-1(2H)-one